N1=C(C=CC=C1)C(=O)N.[Co] cobalt picolinamide